N-(3-methoxybenzyl)-N-(3-(2-methoxyethoxy)benzyl)-4-((2-morpholinoethoxy)methyl)thiazol-2-amine COC=1C=C(CN(C=2SC=C(N2)COCCN2CCOCC2)CC2=CC(=CC=C2)OCCOC)C=CC1